4-(3-(4-(4-(1,4-dimethyl-2-(4-(methylsulfonyl)phenyl)-1H-imidazo[4,5-c]pyridin-6-yl)phenyl)piperazin-1-yl)propyl)morpholine CN1C(=NC=2C(=NC(=CC21)C2=CC=C(C=C2)N2CCN(CC2)CCCN2CCOCC2)C)C2=CC=C(C=C2)S(=O)(=O)C